1-(azetidin-3-yl)imidazole N1CC(C1)N1C=NC=C1